3-(5-(methyl-d3)-4-phenylpyridin-2-yl)phenol C(C=1C(=CC(=NC1)C=1C=C(C=CC1)O)C1=CC=CC=C1)([2H])([2H])[2H]